C(=S)(C=1NC=CN1)C=1NC=CN1 thiocarbonyl-diimidazole